CC1=CC=2C(=NC(=CC2CN2CCCC2)C=2C=C3CN(C(C3=CC2)=O)C2C(NC(CC2)=O)=O)N1C1COC1 3-(5-(2-methyl-1-(oxetan-3-yl)-4-(pyrrolidin-1-ylmethyl)-1H-pyrrolo[2,3-b]pyridin-6-yl)-1-oxoisoindolin-2-yl)piperidine-2,6-dione